6-[[3-(3-chlorophenyl)pyrazol-1-yl]methyl]-2-(3,4-dichlorophenyl)-1-ethyl-4-oxo-pyridine-3-carboxylic acid ClC=1C=C(C=CC1)C1=NN(C=C1)CC1=CC(C(=C(N1CC)C1=CC(=C(C=C1)Cl)Cl)C(=O)O)=O